C(CCCC)N[SiH3] pentylaminosilane